N-(5-(4-((4-([1,2,4]triazolo[1,5-a]pyridin-7-yloxy)-3-methylphenyl)amino)thieno[2,3-d]pyrimidin-6-yl)-2-((1S,4S)-5-methyl-2,5-diazabicyclo[2.2.1]heptan-2-yl)phenyl)acrylamide N=1C=NN2C1C=C(C=C2)OC2=C(C=C(C=C2)NC=2C1=C(N=CN2)SC(=C1)C=1C=CC(=C(C1)NC(C=C)=O)N1[C@@H]2CN([C@H](C1)C2)C)C